(S)-8-(3-(difluoromethyl)phenyl)-1,3,4,12a-tetrahydrobenzo[e]pyrazino[1,2-a][1,4]diazepine-6,12(2H,11H)-dione 2,2,2-trifluoroacetate FC(C(=O)O)(F)F.FC(C=1C=C(C=CC1)C1=CC2=C(NC([C@H]3N(C2=O)CCNC3)=O)C=C1)F